FC1=CC=C(C(=O)C=2C=CC(=NC2)C(C(=O)N)C)C=C1 (5-(4-fluorobenzoyl)pyridin-2-yl)propanamide